(2-amino-ethyl)-ethyl-(2-hydroxy-ethyl)-methyl-ammonium NCC[N+](C)(CCO)CC